O1COC2=C1C=CC(=C2)CC2(NC(=NC(=C2)C2=CC=C(C=C2)OC2=CC=CC=C2)N)N 4-(benzo[d][1,3]dioxol-5-ylmethyl)-6-(4-phenoxyphenyl)pyrimidine-2,4-diamine